2,6-bis(9H-carbazol-9-yl)anthraquinone C1=CC=CC=2C3=CC=CC=C3N(C12)C1=CC=2C(C3=CC=C(C=C3C(C2C=C1)=O)N1C2=CC=CC=C2C=2C=CC=CC12)=O